2-(benzofuran-5-yl)ethanol O1C=CC2=C1C=CC(=C2)CCO